C(C1=CC(=C(C(=C1)C)C1=C(C(=O)N)C=CC=C1)C)C1=CC(=C(C(=C1)C)C1=C(C(=O)N)C=CC=C1)C N'-[methylenebis(2,6-dimethyl-4,1-phenylene)]bis-[benzamide]